C(C)(=O)OC1[C@H]2C=C[C@@H](C1)C2 (1R,4R)-bicyclo[2.2.1]hept-5-en-2-yl acetate